NC1=CC=C(C(=C1C(=O)N(C)C)F)C=1C(=C2C(=NC1)NCC21CCCCC1)C 6-Amino-2-fluoro-N,N-dimethyl-3-(4'-methyl-1',2'-dihydrospiro[cyclohexane-1,3'-pyrrolo[2,3-b]pyridin]-5'-yl)benzamide